1-(2,2-difluoro-1,3-benzodioxol-5-yl)propan-1-ol 3-hydroxybutyl-4-methylbenzenesulfonate OC(CCC1=C(C=CC(=C1)C)S(=O)(=O)OC(CC)C1=CC2=C(OC(O2)(F)F)C=C1)C